CO[Si](CCC1C2C(CCC1)O2)(OC)OC 3-(2-trimethoxysilylethyl)cyclohexene oxide